C(CCC(=O)[O-])(=O)[O-] (-)-succinate